FC1=CC=C2C(=CC(=NC2=C1)C1CCOCC1)C(C)C 7-fluoro-4-isopropyl-2-(tetrahydro-2H-pyran-4-yl)quinolin